C(=O)(O)CN(CCN(CC(=O)O)CCO)CC(=O)O 2-[2-[bis(carboxymethyl)amino]ethyl-(2-hydroxyethyl)amino]acetic acid